3,4-difluoro-2-[(2-fluoro-4-iodophenyl)amino]-N-(2-hydroxyethoxy)-5-[(tetrahydro-3-oxo-2H-1,2-oxazin-2-yl)methyl]benzamide FC=1C(=C(C(=O)NOCCO)C=C(C1F)CN1OCCCC1=O)NC1=C(C=C(C=C1)I)F